7-((1S,3S)-3-(2-fluoro-6-methylphenyl)cyclopentyl)-3-methyl-5-((3-(trifluoromethyl)pyridin-2-yl)methyl)pyrido[2,3-b]pyrazin-6(5H)-one FC1=C(C(=CC=C1)C)[C@@H]1C[C@H](CC1)C1=CC=2C(=NC(=CN2)C)N(C1=O)CC1=NC=CC=C1C(F)(F)F